N-acetoxy-1-(4-phenylthiophenyl)-3-cyclohexylpropane-1-one-2-imine C(C)(=O)ON=C(C(=O)C1=CC=C(C=C1)SC1=CC=CC=C1)CC1CCCCC1